2-Amino-5-(isopropoxymethyl)-1-(3-((4-methoxybenzyl)oxy)-2,6-dimethylphenyl)-6-methyl-1H-pyrrolo[2,3-b]pyridine-3-carbonitrile NC1=C(C=2C(=NC(=C(C2)COC(C)C)C)N1C1=C(C(=CC=C1C)OCC1=CC=C(C=C1)OC)C)C#N